CC1=CC=C(CN2N=C3N([C@@H](CCC3)C(=O)N3[C@@H](CCC3)C)C2=O)C=C1 (5S)-2-(4-Methylbenzyl)-{[(2R)-2-methylpyrrolidin-1-yl]carbonyl}-5,6,7,8-tetrahydro[1,2,4]triazolo[4,3-a]pyridin-3(2H)-one